CN(C1=CC=C(C=C1)N1CCC2(C1=NC1=CN=CC=C1C2=O)O)C 1-[4-(Dimethylamino)phenyl]-3a-hydroxy-1H,2H,3H,3aH,4H-pyrrolo[2,3-b]1,7-naphthyridin-4-one